C(C)(=O)N[C@H](C(=O)OCC(C)C)[C@@H](C(C)C)O 2-methylpropyl (2s,3R)-2-acetamido-3-hydroxy-4-methylpentanoate